(S)-N-((1-((2-(2-(2,6-dioxopiperidin-3-yl)-1-oxoisoindolin-5-yl)pyridin-4-yl)methyl)azetidin-3-yl)methyl)-N-methylbenzamide O=C1NC(CC[C@@H]1N1C(C2=CC=C(C=C2C1)C1=NC=CC(=C1)CN1CC(C1)CN(C(C1=CC=CC=C1)=O)C)=O)=O